C(C=CC=CCCCCCCCC)=O 2,4-tridecadien-1-al